Nitroglycol C(CO[N+](=O)[O-])O[N+](=O)[O-]